N-(t-butoxycarbonyl)-L-valyl-L-tryptophan C(C)(C)(C)OC(=O)N[C@@H](C(C)C)C(=O)N[C@@H](CC1=CNC2=CC=CC=C12)C(=O)O